L-2-acetylthiophene C(C)(=O)C=1SC=CC1